4-(1-methoxy-1,3-dioxo-pentan-2-yl)piperazine-1-carboxylic acid tert-butyl ester C(C)(C)(C)OC(=O)N1CCN(CC1)C(C(=O)OC)C(CC)=O